O=C(C(=O)OCC)CC(C1CCC(CC1)C(F)(F)F)=O Ethyl 2,4-dioxo-4-[(1r,4r)-4-(trifluoromethyl)cyclohexyl]butanoate